3-methylbicyclo[1.1.1]Pentane-1-carboxylic acid CC12CC(C1)(C2)C(=O)O